FC1=C(C=CC(=N1)C(=O)NC([2H])([2H])[2H])N1CCN(CC1)CC=1C(=C2NC(C(=NC2=CC1)C(C)C)=O)F 6-fluoro-5-(4-((5-fluoro-2-isopropyl-3-oxo-4H-quinoxalin-6-yl)methyl)piperazin-1-yl)-N-(methyl-d3)pyridine-2-carboxamide